(3S,4R)-1-(6-ethyl-8-fluoro-4-methyl-3-(1-methyl-1H-pyrazol-3-yl)quinolin-2-yl)-3-fluoro-N-((R)-tetrahydrofuran-3-yl)piperidin-4-amine C(C)C=1C=C2C(=C(C(=NC2=C(C1)F)N1C[C@@H]([C@@H](CC1)N[C@H]1COCC1)F)C1=NN(C=C1)C)C